FC(N1N=C(C(C(=C1C)C1=CC=C(C=C1)F)=O)C(=O)NC1=CC(=C(C=C1)OC1=CC=NC2=CC(=C(N=C12)OC)OC)F)F 1-(difluoromethyl)-N-[4-[(6,7-dimethoxy-1,5-naphthyridin-4-yl)oxy]-3-fluorophenyl]-5-(4-fluorophenyl)-6-methyl-4-oxopyridazine-3-carboxamide